C1(CCCCC1)C1=CC=C(C=C1)NC(C1=C(C=CC(=C1)S(=O)(=O)C(F)(F)F)F)=O N-(4-cyclohexylphenyl)-2-fluoro-5-trifluoromethanesulfonylbenzamide